ClC1=CC=C(C(=N1)C(=O)O)N[C@H](C)C1=NC(=CC(=C1)C)N1C(OC[C@@H]1CC1=CC=NN1C)=O 6-Chloro-3-(((R)-1-(4-methyl-6-((S)-4-((1-methyl-1H-pyrazol-5-yl)methyl)-2-oxooxazolidin-3-yl)pyridin-2-yl)ethyl)amino)picolinic acid